N-(2-(1H-imidazol-2-yl)phenyl)-2,5-dichloropyrimidin-4-amine N1C(=NC=C1)C1=C(C=CC=C1)NC1=NC(=NC=C1Cl)Cl